[F-].CN1CCOC=C1 4-methyl-3,4-dihydro-2H-1,4-oxazine fluoride